3,6-difluoro-5-(3-methoxypropyl)pyridin-2-amine FC=1C(=NC(=C(C1)CCCOC)F)N